N6-[3-(difluoromethyl)-2-fluoro-phenyl]-1H-pyrazolo[3,4-b]pyrazine-3,6-diamine FC(C=1C(=C(C=CC1)NC1=CN=C2C(=N1)NN=C2N)F)F